FC1=CC=C(C=C1)[C@H](C)NC(=O)[C@H]1N(CCC1)C1=NC=C(C=N1)B1OC(C(O1)(C)C)(C)C (S)-N-((S)-1-(4-fluorophenyl)ethyl)-1-(5-(4,4,5,5-tetramethyl-1,3,2-dioxaborolan-2-yl)pyrimidin-2-yl)pyrrolidin-2-carboxamide